C(C)(=O)C1=CN(C2=CC=C(C=C12)C=1CCN(CC1)C(C)=O)CC(=O)OC(C)(C)C tert-Butyl 2-(3-acetyl-5-(1-acetyl-1,2,3,6-tetrahydropyridin-4-yl)-1H-indol-1-yl)acetate